OC1=C(C(=O)NC2=C(C(=O)O)C=CC=C2)C=C(C=C1S(=O)(=O)O)O 2-(2,5-dihydroxy-3-sulfobenzamido)benzoic acid